ethyl 1-isopropyl-2-oxo-1,2-dihydropyrrolo[1,2-b]pyridazine-3-carboxylate C(C)(C)N1N2C(C=C(C1=O)C(=O)OCC)=CC=C2